N'-diaminopropyl-4-methylcyclohexane-1,3-diamine NC(CCNC1CC(CCC1C)N)N